CCCC e-butane